3-(trifluoromethoxy)thiophenol FC(OC=1C=C(C=CC1)S)(F)F